CC1=CC=C2CC(C3(C2=C1)NC1=C(OC3=O)C=CC=C1)C(CC)=O 6'-methyl-2'-propionyl-2',3'-dihydro-2H,4H-spiro[benzo[b][1,4]oxazin-3,1'-indene]-2-one